3-((3S,5R)-3-methyl-5-((5-(5-(methylsulfonyl)oxazol-2-yl)-1H-pyrrolo[2,3-b]pyridin-4-yl)amino)piperidin-1-yl)-3-oxopropanenitrile C[C@@H]1CN(C[C@@H](C1)NC1=C2C(=NC=C1C=1OC(=CN1)S(=O)(=O)C)NC=C2)C(CC#N)=O